CC(=CC(=O)O)C.OC(C(C(O)(C)C)(CO)C)C hydroxytrimethyl-neopentyl glycol di(methyl)acrylate